α-chloro-ε-caprolactone ClC1C(=O)OCCCC1